1-methylazetidin-3-amine CN1CC(C1)N